C(CCC)S(=O)(=O)OC=C vinyl butanesulfonate